COC1=CC2=C(N=C(S2)C2=CC=C(N)C=C2)C=C1 4-(6-methoxybenzothiazol-2-yl)aniline